Cl.COC=1C2=C(SC1CNCC[C@]1(CCOC3(CCCC3)C1)C1=NC=CC=C1)C=CC=C2 (R)-N-((3-methoxybenzo[b]thiophen-2-yl)methyl)-2-(9-(pyridin-2-yl)-6-oxaspiro[4.5]decan-9-yl)ethanamine hydrochloride